2-(2-Fluoro-6-methyl-4-(trifluoromethyl)phenyl)-4,4,5,5-tetramethyl-1,3,2-dioxaborolane FC1=C(C(=CC(=C1)C(F)(F)F)C)B1OC(C(O1)(C)C)(C)C